CCC(=O)OCC(CC)(COC(=O)CC)COC(=O)CC trimethylolpropane tripropionate